2-(2-methoxy-5-((1-methoxycyclopropyl)methyl)phenyl)-2-((R)-3-((5-(5,6,7,8-tetrahydro-1,8-naphthyridin-2-yl)pentyl)oxy)pyrrolidin-1-yl)acetic acid COC1=C(C=C(C=C1)CC1(CC1)OC)C(C(=O)O)N1C[C@@H](CC1)OCCCCCC1=NC=2NCCCC2C=C1